[4-(aminomethyl)phenyl]boronic acid hydrochloride Cl.NCC1=CC=C(C=C1)B(O)O